2-(2-(2-isopropylphenyl)-4-((3-methoxy-1-methyl-1H-pyrazol-4-yl)methyl)piperazin-2-yl)-7-azaspiro[3.5]nonane C(C)(C)C1=C(C=CC=C1)C1(NCCN(C1)CC=1C(=NN(C1)C)OC)C1CC2(C1)CCNCC2